BrCCCCCOC1=CC=C(C=C1)C=1SC2=C(N1)C=CC=C2 2-(4-(5-bromopentyloxy)phenyl)benzothiazole